ClC1=CC(=CN=N1)C=1C=C2N(N=CC=C2N2CC3CCC(C2)N3C(=O)OC(C)(C)C)C1 tert-butyl 3-(6-(6-chloropyridazin-4-yl)pyrrolo[1,2-b]pyridazin-4-yl)-3,8-diazabicyclo[3.2.1]octane-8-carboxylate